OC1=C(C(=CC(=C1S(=O)(=O)C1=C(C(=O)N)C=CC=N1)CCCCC)O)C1=C(C=CC(=C1)C)C(=C)C (2,6-dihydroxy-5'-methyl-4-pentyl-2'-(prop-1-en-2-yl)-[1,1'-biphenyl]-3-yl)sulfonyl-nicotinamide